4-(azetidin-3-yloxy)-1-(2,2-difluoroethyl)-1H-pyrazole N1CC(C1)OC=1C=NN(C1)CC(F)F